4-(6-chloro-1,2,3,4-tetrahydroquinoline-2-yl)benzenesulfonamide ClC=1C=C2CCC(NC2=CC1)C1=CC=C(C=C1)S(=O)(=O)N